ClC1=NC(=CC(=C1)C(F)(F)F)C1=CC=C(C=C1)F 2-chloro-6-(4-fluorophenyl)-4-(trifluoromethyl)pyridine